[Na].N1C(=O)NC(=O)C=C1 uracil sodium salt